CC1(OB(OC1(C)C)C1=CC=C(C=C1)C1(CC1)C=C)C 4,4,5,5-Tetramethyl-2-(4-(1-vinylcyclopropyl)phenyl)-1,3,2-dioxaborolane